3-({4-[4-fluoro-2-(4-methyl-1,2,4-triazol-3-yl)phenyl]-6-[5-(hydroxymethyl)-7-(trifluoromethyl)-1,3-benzoxazol-2-yl]pyridin-2-yl}amino)propanenitrile FC1=CC(=C(C=C1)C1=CC(=NC(=C1)C=1OC2=C(N1)C=C(C=C2C(F)(F)F)CO)NCCC#N)C2=NN=CN2C